C(=CC(C)=C)C1=C(C=C(C=2C(C[C@H](OC12)C1=CC=C(O)C=C1)=O)O)O 8-isoprenyl-naringenin